2-(3-methyl-4-phenoxybenzamido)acetic acid CC=1C=C(C(=O)NCC(=O)O)C=CC1OC1=CC=CC=C1